nonadecyl 3-bromobutyrate BrC(CC(=O)OCCCCCCCCCCCCCCCCCCC)C